1,1-bis(4-isocyanatophenyl)-1-phenylethane N(=C=O)C1=CC=C(C=C1)C(C)(C1=CC=CC=C1)C1=CC=C(C=C1)N=C=O